ClC=1C=C(C(=C(C(=O)[O-])C1)OC)C1COCC1 5-chloro-2-methoxy-3-(tetrahydrofuran-3-yl)benzoate